2-(2-(4-amino-1,2,5-oxadiazol-3-yl)-1H-benzo[d]imidazol-1-yl)-N-(quinolin-5-yl)acetamide nickel copper tin [Sn].[Cu].[Ni].NC=1C(=NON1)C1=NC2=C(N1CC(=O)NC1=C3C=CC=NC3=CC=C1)C=CC=C2